tert-Butyl (3R,4R)-4-(4-chloro-2-methoxy-anilino)-3-methyl-piperidine-1-carboxylate ClC1=CC(=C(N[C@H]2[C@@H](CN(CC2)C(=O)OC(C)(C)C)C)C=C1)OC